5-bromo-N-(2,2-dimethoxyethyl)-2-fluoro-3-nitrobenzamide BrC=1C=C(C(=C(C(=O)NCC(OC)OC)C1)F)[N+](=O)[O-]